O1C(=NC2=C1C=CC=C2)C=2N=C(N(C(C2O)=O)C)N2[C@@H](C1=CC(=CC=C1CC2)C(=O)N(C)C)C2=C(C=CC=C2)C (1R)-2-[4-(1,3-benzoxazol-2-yl)-5-hydroxy-1-methyl-6-oxopyrimidin-2-yl]-N,N-dimethyl-1-(2-methylphenyl)-3,4-dihydro-1H-isoquinoline-7-carboxamide